methyl (2S,4S)-4-MethylPyroglutamate C[C@H]1C[C@H](NC1=O)C(=O)OC